C(C)C=C(C1=CC=CC=C1)C ethyl-α-methylstyrene